amino-6,7-dihydro-1H,5H-pyrazolo[1,2-a]pyrazol-1-one NC1=CN2N(CCC2)C1=O